monomethyl-monoethyl-dipropyl-ammonium hydroxide [OH-].C[N+](CCC)(CCC)CC